C([2H])([2H])([2H])C1=C(C(=NC=C1)C1=NC=CC=C1)C1=CC=CC=C1 (methyl-d3)phenylbipyridine